5-(3-(6-(2-(6-methylpyridin-2-yl)acetamido)pyridazin-3-yl)pyrrolidin-1-yl)-N-((4-(trifluoromethyl)pyridin-2-yl)methyl)-1,3,4-thiadiazole-2-carboxamide CC1=CC=CC(=N1)CC(=O)NC1=CC=C(N=N1)C1CN(CC1)C1=NN=C(S1)C(=O)NCC1=NC=CC(=C1)C(F)(F)F